O1COC2=C1C=CC(=C2)CN2CC1C(C1C2)NC=2N=NC(=CC2)C2=C(C=CC(=C2)F)F trans-3-(1,3-benzodioxol-5-ylmethyl)-N-[6-(2,5-difluorophenyl)pyridazin-3-yl]-3-azabicyclo[3.1.0]hexane-6-amine